2,2-difluoro-2-(4-methylphenyl)acetic acid FC(C(=O)O)(C1=CC=C(C=C1)C)F